C(C)(C)(C)OC(=O)N1[C@@H](COCC1)C1=CC(=CC(=C1)B1OC(C(O1)(C)C)(C)C)Cl.ClC=1N=CC2=C(C=CC(=C2C1)C(C)C)N1CC(C1)CI 3-chloro-8-(3-(iodomethyl)azetidin-1-yl)-5-isopropyl-isoquinoline tert-butyl-(R)-3-(3-chloro-5-(4,4,5,5-tetramethyl-1,3,2-dioxaborolan-2-yl)phenyl)morpholine-4-carboxylate